4-(4-(Bicyclo[2.2.1]heptan-2-yl)phenoxy)benzamide C12C(CC(CC1)C2)C2=CC=C(OC1=CC=C(C(=O)N)C=C1)C=C2